3,5-dinitrocyclopentanone [N+](=O)([O-])C1CC(C(C1)[N+](=O)[O-])=O